5-(3-(2-(4-(6-(6-((R)-2-(3-Fluorophenyl)pyrrolidin-1-yl)imidazo[1,2-b]pyridazin-3-yl)pyridin-2-yl)piperazin-1-yl)ethyl)azetidin-1-yl)-2-methyl-4-oxoquinazolin FC=1C=C(C=CC1)[C@@H]1N(CCC1)C=1C=CC=2N(N1)C(=CN2)C2=CC=CC(=N2)N2CCN(CC2)CCC2CN(C2)C2=C1C(NC(=NC1=CC=C2)C)=O